FCC(C(=O)O)(S(=O)(=O)C)C 3-fluoro-2-methyl-2-methylsulfonyl-propanoic acid